4-(benzyloxy)-3-(5,5-dimethyl-1,3-dioxan-2-yl)-5-fluoro-N-(2-(2-(pyrrolidin-1-yl)pyridin-4-yl)thiazol-5-yl)benzamide C(C1=CC=CC=C1)OC1=C(C=C(C(=O)NC2=CN=C(S2)C2=CC(=NC=C2)N2CCCC2)C=C1F)C1OCC(CO1)(C)C